ClC1=CC2=C(C=N1)N(C(N2C2CCCC2)=O)C(C)C 6-chloro-1-cyclopentyl-3-isopropyl-1,3-dihydro-2H-imidazo[4,5-c]Pyridin-2-one